trans-5-(3-((S)-3-(3,5-difluorophenyl)isoxazolidine-2-carbonyl)cyclobutoxy)-2-fluorobenzonitrile FC=1C=C(C=C(C1)F)[C@H]1N(OCC1)C(=O)[C@@H]1C[C@H](C1)OC=1C=CC(=C(C#N)C1)F